(3S)-N-[(7S)-2-{3-[4-(3-Methylpyridin-2-yl)phenyl]-1H-pyrrolo[2,3-b]pyridin-5-yl}-6,7,8,9-tetrahydro-5H-benzo[7]annulen-7-yl]oxan-3-amine CC=1C(=NC=CC1)C1=CC=C(C=C1)C1=CNC2=NC=C(C=C21)C=2C=CC1=C(CC[C@H](CC1)N[C@@H]1COCCC1)C2